3-[3-isopropyl-4-({7-[3-(methylsulfonyl)propoxy]-4-quinolinyl}oxy)phenyl]-1-[3-(trifluoromethyl)phenyl]-2,4-imidazolidinedione trifluoroacetate FC(C(=O)O)(F)F.C(C)(C)C=1C=C(C=CC1OC1=CC=NC2=CC(=CC=C12)OCCCS(=O)(=O)C)N1C(N(CC1=O)C1=CC(=CC=C1)C(F)(F)F)=O